(S)-2-(2-isopropylphenyl)-9-(4-(2-(methoxymethyl)pyrrolidine-1-carbonyl)benzyl)-7,9-dihydro-8H-purin-8-one C(C)(C)C1=C(C=CC=C1)C1=NC=C2NC(N(C2=N1)CC1=CC=C(C=C1)C(=O)N1[C@@H](CCC1)COC)=O